C(C)N1N=CN=C1 ethyl-1H-1,2,4-triazole